C1(CCCC1)C1=CC=NC=2N1C=CN2 5-cyclopentylimidazo[1,2-a]pyrimidin